N-hydroxy-N-[(1S)-3-hydroxy-1-(6-methoxypyrazin-2-yl)propyl]carbamic acid tert-butyl ester C(C)(C)(C)OC(N([C@@H](CCO)C1=NC(=CN=C1)OC)O)=O